C(C)(C)(C)C1=NOC(=N1)C(=O)NC(C)C1=C(C(=C(C=C1)C1=CC(=NC=C1)NC(=O)C1CC1)F)C 3-(tert-butyl)-N-(1-(4-(2-(cyclopropanecarboxamido)pyridin-4-yl)-3-fluoro-2-methylphenyl)ethyl)-1,2,4-oxadiazole-5-carboxamide